4-(N-(3,5-dicyclopropylbenzyl)-2-(N-(2,4,6-trifluorobenzyl)-(2,3,4,5,6-pentafluoro-phenyl)sulfonamido)acetamido)-3-methylbenzoic acid C1(CC1)C=1C=C(CN(C(CN(S(=O)(=O)C2=C(C(=C(C(=C2F)F)F)F)F)CC2=C(C=C(C=C2F)F)F)=O)C2=C(C=C(C(=O)O)C=C2)C)C=C(C1)C1CC1